C(C(C)(C)C)(=O)OCN1C=CC2=C1N=C(N=C2OC2=CC(=CC=C2)N(C(C(F)(F)F)=O)C)Cl (2-chloro-4-(3-(2,2,2-trifluoro-N-methylacetamido)phenoxy)-7H-pyrrolo[2,3-d]pyrimidin-7-yl)methyl pivalate